1-(4-(trifluoromethoxy)benzyl)-1H-indol-5-amine FC(OC1=CC=C(CN2C=CC3=CC(=CC=C23)N)C=C1)(F)F